4-[(2s,6r)-2-[[6-(3-amino-3-methyl-azetidin-1-yl)spiro[1H-furo[3,4-c]pyridin-3,3'-azetidine]-1'-yl]methyl]-6-methyl-morpholin-4-yl]-3-fluoro-pyrazolo[1,5-a]pyridine-7-carbonitrile NC1(CN(C1)C1=CC2=C(C=N1)C1(CN(C1)C[C@H]1CN(C[C@H](O1)C)C=1C=3N(C(=CC1)C#N)N=CC3F)OC2)C